N-(2-cyanoethyl)-N,N-di(iso-hexyl)-amine C(#N)CCN(CCCC(C)C)CCCC(C)C